(3R,4S,5R)-7-(4-methoxybenzylamino)-5-(pentane-3-yloxy)-7-azabicyclo[4.1.0]hept-3-enecarboxylic acid ethyl ester C(C)OC(=O)C12CC=C[C@H](C2N1NCC1=CC=C(C=C1)OC)OC(CC)CC